C1=C(N=C(S1)N)/C(=N/OCC(=O)O)/C(=O)N[C@H]2[C@H](N(C2=O)S(=O)(=O)O)COC(=O)N The molecule is an N-sulfonated monobactam antibiotic. It has a role as an antibacterial drug. It is a conjugate acid of a carumonam(1-).